(S)-2-amino-3-(4-(4-methyl-3-oxo-5-(trifluoromethyl)-3,4-dihydroquinoxalin-6-yl)phenyl)propylamine N[C@H](CN)CC1=CC=C(C=C1)C=1C(=C2N(C(C=NC2=CC1)=O)C)C(F)(F)F